methyl (4-bromo-5-fluoro-2-nitrophenyl)glycinate BrC1=CC(=C(C=C1F)NCC(=O)OC)[N+](=O)[O-]